2-(5,5-dimethyl-1,3,2-dioxaborolan-2-yl)-5-nitroaniline CC1(COB(O1)C1=C(N)C=C(C=C1)[N+](=O)[O-])C